COC=1C=C2CCN(CC2=CC1NC=1N=CC2=C(N1)N(C=C2)C2=CC=CC=C2)C 2-((6-methoxy-2-methyl-1,2,3,4-tetrahydroisoquinolin-7-yl)amino)-7-phenyl-7H-pyrrolo[2,3-d]pyrimidine